2-(2,6-dioxopiperidin-3-yl)-4-((5-(4-(5-((7-(thiazol-5-yl)pyrrolo[2,1-f][1,2,4]triazin-2-yl)amino)pyridin-2-yl)piperazin-1-yl)pentyl)oxy)isoindolin-1,3-dione O=C1NC(CCC1N1C(C2=CC=CC(=C2C1=O)OCCCCCN1CCN(CC1)C1=NC=C(C=C1)NC1=NN2C(C=N1)=CC=C2C2=CN=CS2)=O)=O